Tert-butyl (3S)-3-(5-acetamido-3-pyridyl)isoxazolidine-2-carboxylate C(C)(=O)NC=1C=C(C=NC1)[C@H]1N(OCC1)C(=O)OC(C)(C)C